(4-(8-(2-Bromophenethyl)-7-isopropyl-2,6-dioxo-1-(prop-2-yn-1-yl)-1,2,6,7-tetrahydro-3H-purin-3-yl)butyl)phosphonic acid BrC1=C(CCC2=NC=3N(C(N(C(C3N2C(C)C)=O)CC#C)=O)CCCCP(O)(O)=O)C=CC=C1